C(CCC)OC(C(Br)OCCCC)Br 1,2-dibutoxy-1,2-dibromoethane